8-((3R,4R)-3-(Cyclopropylmethoxy)-4-(3-(trifluoromethyl)phenoxy)piperidin-1-yl)-5-methyl-6-oxo-5,6-dihydro-1,5-naphthyridin-2-carbonitril C1(CC1)CO[C@@H]1CN(CC[C@H]1OC1=CC(=CC=C1)C(F)(F)F)C1=CC(N(C=2C=CC(=NC12)C#N)C)=O